5-(2-fluoropropan-2-yl)pyridin-3-ol FC(C)(C)C=1C=C(C=NC1)O